FC(OC1=C(C(=O)N[C@H]2[C@H](C2)F)C(=CC=C1)OC)F 2-(difluoromethoxy)-N-[(1R,2S)-2-fluorocyclopropyl]-6-methoxybenzamide